2-ethyl-octyne carbonate C(O)(O)=O.C(C)C(C)C#CCCCC